1-(5-chloro-2,3-dihydro-1-methyl-2-oxo-1H-indol-3-yl)-3-(methoxycarbonyl)-Pyridinium ClC=1C=C2C(C(N(C2=CC1)C)=O)[N+]1=CC(=CC=C1)C(=O)OC